5-[4-[3-(cyclopropylmethoxy)-5-methyl-phenyl]-2-fluoro-6-hydroxy-phenyl]-1,1-dioxo-1,2,5-thiadiazolidin-3-one C1(CC1)COC=1C=C(C=C(C1)C)C1=CC(=C(C(=C1)O)N1CC(NS1(=O)=O)=O)F